(2,3,4,5-3H)-proline N1[C@@](C(C(C1[3H])[3H])[3H])(C(=O)O)[3H]